butyric acid benzenesulfonate C1(=CC=CC=C1)S(=O)(=O)O.C(CCC)(=O)O